1-(4-chlorophenyl)-3-[1-(2-methylpropyl)-5-oxopyrrolidin-3-yl]urea ClC1=CC=C(C=C1)NC(=O)NC1CN(C(C1)=O)CC(C)C